C(CC)C1=C(N)C=CC=C1 2-propylaniline